COC1=CC=C(CN2N=CC=3C2=NC=CC3OC=3C(=NNC3)C3CCOCC3)C=C1 1-(4-methoxybenzyl)-4-((3-(tetrahydro-2H-pyran-4-yl)-1H-pyrazol-4-yl)oxy)-1H-pyrazolo[3,4-b]pyridine